Cl.COC=1C=CC=C2CC[C@H](C12)N (1R)-7-Methoxy-2,3-dihydro-1H-inden-1-amine hydrochloride